Zinc oxide Zinc [Zn+2].[O-2].[Zn+2].[O-2]